ClC=1C=CC(=C(C1)NC1=NC=NC2=CC(=C(C=C12)NC(C=C)=O)C#CC1(COC1)C)F N-(4-((5-chloro-2-fluorophenyl)amino)-7-((3-methyloxetan-3-yl)ethynyl)quinazolin-6-yl)acrylamide